R-aspartic acid N[C@H](CC(=O)O)C(=O)O